tert-butyl (S)-4-amino-4-(((2-(4-(3-ethyl-3-phenylpyrrolidin-1-yl)-6-methyl-2-oxopyridin-1(2H)-yl)ethyl)amino)methyl)piperidine-1-carboxylate NC1(CCN(CC1)C(=O)OC(C)(C)C)CNCCN1C(C=C(C=C1C)N1C[C@@](CC1)(C1=CC=CC=C1)CC)=O